C(C)(C)(C)C=1C=C(NN1)NC(=O)NC1=CC=C(C=C1)N1C=NC2=C1C=CC(=C2)OCCOCCN(C)C2=C1C(N(C(C1=CC=C2)=O)C2C(NC(CC2)=O)=O)=O 1-(5-tert-butyl-2H-pyrazol-3-yl)-3-(4-{5-[2-(2-{[2-(2,6-dioxopiperidin-3-yl)-1,3-dioxo-2,3-dihydro-1H-isoindol-4-yl]-methyl-amino}-ethoxy)-ethoxy]-benzimidazol-1-yl}-phenyl)-urea